(S)-N-(4-fluorophenyl)-N-(3-(5-methyl-1,3,4-thiadiazol-2-yl)prop-2-yn-1-yl)-3-(6-methyl-4-(trifluoromethyl)pyridin-2-yl)-2-oxoimidazolidine-4-carboxamide FC1=CC=C(C=C1)N(C(=O)[C@H]1N(C(NC1)=O)C1=NC(=CC(=C1)C(F)(F)F)C)CC#CC=1SC(=NN1)C